5-(tert-butyl)-N-(2-methyl-4-(6-(4-(oxetan-3-yl)piperazin-1-yl)pyrrolo[2,1-f][1,2,4]triazin-4-yl)benzyl)-1,2,4-oxadiazole-3-carboxamide trifluoroacetate FC(C(=O)O)(F)F.C(C)(C)(C)C1=NC(=NO1)C(=O)NCC1=C(C=C(C=C1)C1=NC=NN2C1=CC(=C2)N2CCN(CC2)C2COC2)C